CN1C[C@@H](CCC1)N1N=C2C=CC(=CC2=C1)C=1CC[C@@H](CN1)C |r| 2-[rac-(3R)-1-methyl-3-piperidyl]-5-[rac-(3S)-3-methyl-2,3,4,5-tetrahydropyridin-6-yl]indazole